diketopyrrolopyrrole compound with water O.O=C1C(N=C2C=CN=C21)=O